5-[2-(2-cyano-2,2-dimethylacetylamino)imidazo[1,2-b]pyridazin-6-yl]-N-{[2-(cyclopropylmethoxy)-3,5-difluorophenyl]methyl}-2-methoxypyridine-3-carboxamide C(#N)C(C(=O)NC=1N=C2N(N=C(C=C2)C=2C=C(C(=NC2)OC)C(=O)NCC2=C(C(=CC(=C2)F)F)OCC2CC2)C1)(C)C